BrC1=C(N=C(N=N1)N[C@H]1CN(CCC1)C(=O)OC(C)(C)C)C tert-butyl (R)-3-((6-bromo-5-methyl-1,2,4-triazin-3-yl)amino)piperidine-1-carboxylate